(S)-quinuclidin-3-yl (5-(3-chlorophenyl)-2,2-dimethyl-2,3-dihydro-1H-inden-1-yl)carbamat ClC=1C=C(C=CC1)C=1C=C2CC(C(C2=CC1)NC(O[C@@H]1CN2CCC1CC2)=O)(C)C